4-[2-(3-aminoazetidin-1-yl)-6-chloro-8-fluoro-4-piperazin-1-yl-quinazolin-7-yl]-1,3-benzothiazol-2-amine NC1CN(C1)C1=NC2=C(C(=C(C=C2C(=N1)N1CCNCC1)Cl)C1=CC=CC2=C1N=C(S2)N)F